C(CCCC)C1=CC(CC(O1)=O)=O 6-Pentyl-pyran-2,4-dion